5-Bromo-2-(methylsulfonyl)pyrimidine-4-carboxamide BrC=1C(=NC(=NC1)S(=O)(=O)C)C(=O)N